(2S,3S,4R,5S)-4-[[3-(3-methoxy-2-pyridinyl)-4,5-dimethyl-5-(trifluoromethyl)tetrahydrofuran-2-carbonyl]amino]pyridine-2-carboxamide COC=1C(=NC=CC1)[C@H]1[C@H](O[C@@]([C@@H]1C)(C(F)(F)F)C)C(=O)NC1=CC(=NC=C1)C(=O)N